(rac)-methyl trans-1-benzyl-2-cyclopropylpiperidine-4-carboxylate C(C1=CC=CC=C1)N1[C@H](C[C@@H](CC1)C(=O)OC)C1CC1 |r|